1H-pyrazol-3-carbonitrile N1N=C(C=C1)C#N